OC1(CCN(CC1)C1=CC=CC(=N1)CN1N=NC(=C1)C1=C2C(=NC(=C1)C=1C(=C(C#N)C=CC1)C)NC=N2)C (7-(1-((6-(4-hydroxy-4-methylpiperidin-1-yl)pyridin-2-yl)methyl)-1H-1,2,3-triazol-4-yl)-3H-imidazo[4,5-b]pyridin-5-yl)-2-methylbenzonitrile